2-bromo-9-(2,5-dimethylphenyl)-9H-fluoren-9-ol BrC1=CC=2C(C3=CC=CC=C3C2C=C1)(O)C1=C(C=CC(=C1)C)C